4-formyl-2-methylthiazole C(=O)C=1N=C(SC1)C